C(C)(C)(C)OC(=O)N1CC2=CC(=C(C=C2C1)Cl)I 5-Chloro-6-iodoisoindoline-2-carboxylic acid tert-butyl ester